NCCC1(CCCC1)O 1-(2-aminoethyl)cyclopentanol